C(C)(C)C1=CC=C(C=C1)C 1-isopropyl-4-methylbenzene